O[C@@H](C(=O)O)[C@H](C(=O)O)O.N[C@@H]1C[C@@H]([C@@H]2[C@H]1OC(O2)(C)C)OCCO 2-[[(3aR,4S,6R,6aS)-6-aminotetrahydro-2,2-dimethyl-4H-cyclopenta-1,3-dioxol-4-yl]oxy]-ethanol (2R,3R)-2,3-dihydroxysuccinate